tert-butyl (2S)-2-[({4-[({5-[(3-fluoro-2-methoxyphenyl)carbamothioyl]-6-oxo-1,2,3,6-tetrahydropyridin-4-yl}amino)methyl]pyridin-3-yl}oxy)methyl]morpholine-4-carboxylate FC=1C(=C(C=CC1)NC(=S)C1=C(CCNC1=O)NCC1=C(C=NC=C1)OC[C@@H]1CN(CCO1)C(=O)OC(C)(C)C)OC